mercapto-5-methyl-1,3,4-thiadiazole SC=1SC(=NN1)C